[OH-].C(=O)(O)CCP (2-carboxylethyl)-phosphine hydroxide